Cl.O=C1[C@]2(C[C@H](NC2)C(=O)N)CCCN1 (3s,5S)-6-oxo-2,7-diazaspiro[4.5]decane-3-carboxamide hydrochloride